C1(CC2=CC=CC3=CC=CC1=C23)N2CC=3N=C(N=C(C3C2)N2C[C@@H](NCC2)CC#N)O[C@H](C)C2=CC=NC=C2 2-((2S)-4-(6-(1,2-dihydroacenaphthylen-1-yl)-2-((R)-1-(pyridin-4-yl)ethoxy)-6,7-dihydro-5H-pyrrolo[3,4-d]pyrimidin-4-yl)piperazin-2-yl)acetonitrile